[NH4+].F hydrofluoric acid ammonium salt